C1CCC=2C1=C1CCCCC1=C(C2)NC(=O)NCC(=O)OCC ethyl 2-[({1H,2H,3H,6H,7H,8H,9H-cyclopenta[a]naphthalen-5-yl}carbamoyl)amino]acetate